3-{4-amino-3-[(4-fluorophenyl)methoxy]phenyl}-1-tert-butyl-5-{[5-(trifluoromethyl)pyrazin-2-yl]amino}-1H-pyrazole-4-carboxamide NC1=C(C=C(C=C1)C1=NN(C(=C1C(=O)N)NC1=NC=C(N=C1)C(F)(F)F)C(C)(C)C)OCC1=CC=C(C=C1)F